1-(pyridin-3-yl)ethan-1-one N1=CC(=CC=C1)C(C)=O